2-(5-(benzyloxy)-1-(4-fluoro-3-methylphenyl)-2-isopropyl-1H-indol-3-yl)propionic acid C(C1=CC=CC=C1)OC=1C=C2C(=C(N(C2=CC1)C1=CC(=C(C=C1)F)C)C(C)C)C(C(=O)O)C